FC1=C(C=CC(=C1F)OC)C1=CN=C2N1C=CN=C2NC2=CC(=C(C(=O)NCCOCCN(C)C)C=C2)CC 4-((3-(2,3-Difluoro-4-methoxyphenyl)imidazo[1,2-a]pyrazin-8-yl)amino)-N-(2-(2-(dimethylamino)ethoxy)ethyl)-2-ethylbenzamide